2-CHLOROCYCLOPENT-1-ENECARBALDEHYDE ClC1=C(CCC1)C=O